(4-(4-methylphenyl)thiophen-2-yl)(3,4,5-trimethoxyphenyl)methanone-O-methyloxime CON=C(C1=CC(=C(C(=C1)OC)OC)OC)C=1SC=C(C1)C1=CC=C(C=C1)C